CCCCCCC(C)(C)SSC1=NN=C(S1)SSC(C)(C)CCCCCC 2,5-bis(tert-nonyldithio)-1,3,4-thiadiazole